C(N)(=O)C1=C2C(C=C(NC2=CC=N1)C=1C=C(C(=NC1C)C(C(=O)OC)(C)C)Cl)=O methyl 2-[5-(5-carbamoyl-4-oxo-1H-1,6-naphthyridin-2-yl)-3-chloro-6-methyl-2-pyridyl]-2-methyl-propanoate